FC(C1=CC=C(C=C1)C(CC(C(=O)OC)C(=O)OC)=O)F Dimethyl {2-[4-(difluoromethyl)phenyl]-2-oxoethyl}propanedioate